tert-butyl 6-[7-[4-fluoro-2-(2-methoxyethoxy) phenyl]-6-(5-prop-2-enoyl-6,7-dihydro-4H-thiazolo[5,4-c]pyridin-2-yl) thieno[3,2-c]pyridin-4-yl]-3,4-dihydro-1H-isoquinoline-2-carboxylate FC1=CC(=C(C=C1)C=1C2=C(C(=NC1C=1SC=3CN(CCC3N1)C(C=C)=O)C=1C=C3CCN(CC3=CC1)C(=O)OC(C)(C)C)C=CS2)OCCOC